FC=1C=C(C=CC1F)NC(C1=NC(=CC=C1)N1C=NC=C1)=O N-(3,4-difluorophenyl)-6-(1H-imidazol-1-yl)picolinamide